[N+](=O)([O-])C(C=1N=C(N(N1)N)C=1N(N=C(N1)C([N+](=O)[O-])([N+](=O)[O-])[N+](=O)[O-])N)([N+](=O)[O-])[N+](=O)[O-] 5,5'-bis(trinitromethyl)-2H,2'H-[3,3'-bi(1,2,4-triazole)]-2,2'-diamine